tert-butyl N-methyl-N-[2-[2-(2-oxoindolin-5-yl)sulfanylethoxy]ethyl]carbamate CN(C(OC(C)(C)C)=O)CCOCCSC=1C=C2CC(NC2=CC1)=O